C(C)O/C=C/C1=NN(C(C=C1)=O)[C@H](C(=O)OC)CC(C)C methyl (S,E)-2-(3-(2-ethoxyvinyl)-6-oxopyridazin-1(6H)-yl)-4-methylpentanoate